ClC1=C(C=C2C=C(N=CC2=C1)NC(=O)C1C(C1)C=1N(N=CC1)CC(C)C)N1CCN(CC1)C1(COCC1O)C N-[7-chloro-6-[4-(4-hydroxy-3-methyl-tetrahydrofuran-3-yl)piperazin-1-yl]-3-isoquinolyl]-2-(2-isobutylpyrazol-3-yl)cyclopropanecarboxamide